4',6'-dibenzoyl-[2,2-bipyridine]-4-carboxylic acid C(C1=CC=CC=C1)(=O)C1=CC(=NC(=C1)C(C1=CC=CC=C1)=O)C1=NC=CC(=C1)C(=O)O